(S)-1-(4,6-bis(trifluoromethyl)pyridin-2-yl)-N-methyl-N-(pyridin-4-yl)pyrrolidine-2-carboxamide FC(C1=CC(=NC(=C1)C(F)(F)F)N1[C@@H](CCC1)C(=O)N(C1=CC=NC=C1)C)(F)F